1-(Azetidin-1-yl)-3-[[(3R,4R)-4-[4-chloro-2-(5-fluoro-2-pyridyl)-1H-imidazol-5-yl]-3-methyl-1-piperidyl]sulfonyl]propan-1-one N1(CCC1)C(CCS(=O)(=O)N1C[C@@H]([C@@H](CC1)C1=C(N=C(N1)C1=NC=C(C=C1)F)Cl)C)=O